2,5,8-triazaspiro[3.5]nonane-2-carboxylic acid tert-butyl ester C(C)(C)(C)OC(=O)N1CC2(C1)NCCNC2